2-(2-fluoro-6-methoxyphenyl)pyrimidine-4-carboxamide butyl-acrylate C(CCC)OC(C=C)=O.FC1=C(C(=CC=C1)OC)C1=NC=CC(=N1)C(=O)N